C(C1=CC=C(N(CC2CO2)CC2CO2)C=C1)C1=CC=C(N(CC2CO2)CC2CO2)C=C1 4,4'-methylenebis(N,N'-diglycidyl-aniline)